benzylidene-2,4-pentanedione C(C1=CC=CC=C1)=CC(CC(C)=O)=O